C1(=CC=CC=C1)C1=CC=2N(C(=C1)C(=O)[O-])C=NC2 7-phenylimidazo[1,5-a]pyridine-5-carboxylate